2,6-di-tert-butyl-p-xylenol C(C)(C)(C)C1C(C(=CC(=C1)C)C(C)(C)C)(C)O